FC=1C=C(C=CC1OC)CC=1N(C=2C(=C3CC[C@@H](N(C3=CC2)C(=O)OC)C)N1)[C@@H]1CC[C@H](CC1)C(=O)O trans-4-[(7S)-2-[(3-fluoro-4-methoxyphenyl)methyl]-6-(methoxycarbonyl)-7-methyl-3H,6H,7H,8H,9H-imidazo[4,5-f]quinolin-3-yl]cyclohexane-1-carboxylic acid